3-(3-phenylureido)benzyloxybenzamide C1(=CC=CC=C1)NC(NC=1C=C(COC2=C(C(=O)N)C=CC=C2)C=CC1)=O